(R)-1-(4-(5-(3-Hydroxy-1-methyl-2-oxopyrrolidin-3-yl)isoxazol-3-yl)pyridin-2-yl)-1H-indazole-3-carboxamide O[C@@]1(C(N(CC1)C)=O)C1=CC(=NO1)C1=CC(=NC=C1)N1N=C(C2=CC=CC=C12)C(=O)N